BrC1=CC2=C(N=C(N=C2N[C@H](C)C=2C(=C(C=CC2)C(C(=O)OCC)(F)F)F)C)C=N1 ethyl (3-{(1R)-1-[(6-bromo-2-methylpyrido[3,4-d]pyrimidin-4-yl)amino]ethyl}-2-fluorophenyl)(difluoro)acetate